C(C)(C)(C)OC(=O)NC1CC(C1)C(=O)O (1S,3S)-3-(tert-Butyloxycarbonylamino)cyclobutane-1-carboxylic acid